6,7-dihydro-5H-pyrazolo[5,1-b][1,3]Oxazine-3-carboxamide N1=CC(=C2OCCCN21)C(=O)N